B(OC1=C(C(=C(C2=C(C(=C(C(=C12)F)F)F)F)F)F)F)([O-])[O-] (perfluoronaphthyl) borate